(S)-N-(2-(1,6,7,8-tetrahydro-2H-indeno[5,4-b]furan-8-yl)ethyl)propionamide C1C2=C(OC1)C=CC=1CC[C@H](C12)CCNC(CC)=O